ClC(C(=O)N)Cl 2,2-Dichloroacetamide